4'-((5-chloro-2-((5-fluoro-2-methoxy-4-(7-methyl-2,7-diazaspiro[3.5]nonan-2-yl)phenyl)amino)pyrimidin-4-yl)oxy)-2'-methylspiro[cyclopropane-1,1'-isoindolin]-3'-one ClC=1C(=NC(=NC1)NC1=C(C=C(C(=C1)F)N1CC2(C1)CCN(CC2)C)OC)OC2=C1C(N(C3(C1=CC=C2)CC3)C)=O